2-isopropyl-4-methylpyridin C(C)(C)C1=NC=CC(=C1)C